acetylmethoxypyrene C(C)(=O)C1=C(C2=CC=C3C=CC=C4C=CC(=C1)C2=C43)OC